1-(2-(pyridin-3-yloxy)ethyl)-1H-pyrazole-3-carboxylic acid methyl ester COC(=O)C1=NN(C=C1)CCOC=1C=NC=CC1